AminoHydroxyNaphthaleneSulphonic Acid NC=1C(=C(C2=CC=CC=C2C1)S(=O)(=O)O)O